di-tert-butyl-piperazine (2S,5R)-2-(N-acetylcarbamimidoyl)-7-oxo-1,6-diazabicyclo[3.2.1]octan-6-yl-hydrogensulfate C(C)(=O)NC(=N)[C@H]1N2C(N([C@H](CC1)C2)OS(=O)(=O)O)=O.C(C)(C)(C)N2CCN(CC2)C(C)(C)C